niobium boride B#[Nb]